ClC1=NC=C(C(=C1)C1=C(C=NC(=C1)C)C(=O)NC=1SC2=C(N1)CN(C2)C(=O)C=2C=NN(C2)C(C)C)OC 2'-chloro-5'-methoxy-6-methyl-N-{5-[1-(propan-2-yl)-1H-pyrazole-4-carbonyl]-4H,5H,6H-pyrrolo[3,4-d][1,3]thiazol-2-yl}-[4,4'-bipyridine]-3-carboxamide